ClC=1C=CC(=NC1)C1CN(C1)[C@@H]1[C@H](CCCC1)OC=1C=C2CN(C(C2=CC1)=O)C1C(NC(CC1)=O)=O 3-(5-(((1S,2S)-2-(3-(5-chloro-pyridin-2-yl)azetidin-1-yl)-cyclohexyl)oxy)-1-oxoisoindolin-2-yl)piperidine-2,6-dione